C(C)(C)C1(OCC(O1)CO)C (2-isopropyl-2-methyl-1,3-dioxolan-4-yl)methanol